COC=CC(C)=C isoprenyl methyl ether